5-(benzamidomethyl)-N-(2,2,6,6-tetramethylpiperidin-4-yl)pyrazolo[1,5-a]pyridine-3-carboxamide C(C1=CC=CC=C1)(=O)NCC1=CC=2N(C=C1)N=CC2C(=O)NC2CC(NC(C2)(C)C)(C)C